COC(CC(=O)N(C=1SC(=C(N1)C(NC1C(CC1)(C)C)=O)C)C1=CC(=NC(=C1)F)F)=O 3-[(2,6-difluoro-4-pyridinyl)-[4-[(2,2-dimethylcyclobutyl)carbamoyl]-5-methyl-thiazol-2-yl]amino]-3-oxo-propionic acid methyl ester